4-bromo-3-(2,6-dimethoxyphenoxy)-1-methylpyridin-2(1H)-one BrC1=C(C(N(C=C1)C)=O)OC1=C(C=CC=C1OC)OC